FC1=CC=CC2=C1N=C(S2)NC=2SC1=C(N2)C(=CC(=C1)OC)OC N-(4-fluorobenzo[d]thiazol-2-yl)-4,6-dimethoxybenzo[d]thiazol-2-amine